6-(1H-imidazol-1-yl)-2-((3-methyloxetan-3-yl)oxy)-N-(2-(trifluoromethyl)pyridin-4-yl)pyrimidine-4-carboxamide N1(C=NC=C1)C1=CC(=NC(=N1)OC1(COC1)C)C(=O)NC1=CC(=NC=C1)C(F)(F)F